N1CCCCC1 tetrahydro-4H-pyridine